CSC=1C=CC=C2C(=NNC12)C#N 7-(Methylthio)-1H-indazole-3-carbonitrile